[Tb].[Al] aluminum terbium